(3-phenoxy)phenylpropionitrile O(C1=CC=CC=C1)C=1C=C(C=CC1)C(C#N)C